C1(=CC(=CC=C1)CNC1=NC=C2N(C1=O)[C@@H](CC2)C(=O)NCC2=CC1=C(CN(C1)C(=O)OC(C)(C)C)S2)C2=CC=CC=C2 tert-butyl (S)-2-((3-(([1,1'-biphenyl]-3-ylmethyl)amino)-4-oxo-4,6,7,8-tetrahydropyrrolo[1,2-a]pyrazine-6-carboxamido)methyl)-4,6-dihydro-5H-thieno[2,3-c]pyrrole-5-carboxylate